PYRAZOLOPYRIDINEAMINE N1N=C(C2=C1C=CC=N2)N